IC=1NC2=CC=CC=C2C1CCN(C)C 2-iodo-3-[2-(dimethylamino)ethyl]-1H-indole